COC(CCC(C)(C)F)=O 4-fluoro-4-methylpentanoic acid methyl ester